C(CCCCCCC\C=C/CCCCCCCC)(=O)CC(CN(C)C)C(CCCCCCC\C=C/CCCCCCCC)=O 1,2-dioleoyl-3-(dimethylamino)propane